homovanillylamine C(CC1=CC(OC)=C(O)C=C1)N